COC1=CC=C(C=C1)N 4-methoxy-N-phenylamine